butane-1,4-diylbis(oxy)bis(propane-1-ol) C(CCCOCCCO)OCCCO